FC(C=1C=C(C=C(C1)C(F)(F)F)NN)(F)F 3,5-Bis(trifluoromethyl)phenylhydrazine